CCCCCCCCCCCC(=O)OC[C@H](COP(=O)([O-])OCC[N+](C)(C)C)OC(=O)CCCCCCC/C=C\C/C=C\C/C=C\CC 1-dodecanoyl-2-(9Z,12Z,15Z-octadecatrienoyl)-glycero-3-phosphocholine